F[C@H]1CNCC[C@H]1N1CCN(CC1)C1=CC=CC=2N(C(N(C21)C)=O)C2C(NC(CC2)=O)=O 3-[4-[4-[(3S,4R)-3-fluoro-4-piperidyl]piperazin-1-yl]-3-methyl-2-oxo-benzimidazol-1-yl]piperidine-2,6-dione